(R)-3-methyl-4-(1-methyl-6-(1H-pyrazol-3-yl)-tetrahydropyrazolo[3,4-b]pyrrolo[2,3-d]pyridin-4-yl)morpholine C[C@H]1N(CCOC1)C1C2C(=C3C(=N1)N(N=C3)C3=NNC=C3)N(CC2)C